1-(2,2-diethoxyethyl)-4-(4,4,5,5-tetramethyl-1,3,2-dioxaborolan-2-yl)-1H-pyrazole C(C)OC(CN1N=CC(=C1)B1OC(C(O1)(C)C)(C)C)OCC